C(CC(C)C)C1=CC(CC(O1)=O)=O 6-Isopentyl-pyran-2,4-dion